FC1=C(C=CC(=C1)F)N1C=C(C=2[C@@H](C(CCC12)(F)F)O)C(F)(F)F (S)-1-(2,4-Difluorophenyl)-5,5-difluoro-3-(trifluoromethyl)-4,5,6,7-tetrahydro-1H-indol-4-ol